2-(2,3-Dihydrobenzo[b][1,4]dioxin-2-yl-6,7-d2)-4,5-dihydro-1H-imidazole O1C2=C(OCC1C=1NCCN1)C=C(C(=C2)[2H])[2H]